C1=CC=CC=2C3=CC=CC=C3C(C12)COC(=O)N[C@@](C(=O)O)(CC=C)C (R)-2-((((9H-fluoren-9-yl)methoxy)carbonyl)amino)-2-methylpent-4-enoic acid